6-(tert-butylcarbamoyl)-2,3-dihydro-1,4-benzodioxine-2-carboxylic acid C(C)(C)(C)NC(=O)C1=CC2=C(OC(CO2)C(=O)O)C=C1